methyl 4,5-dimethoxy-2-propiolamidobenzoate COC1=CC(=C(C(=O)OC)C=C1OC)NC(C#C)=O